NC[C@H]1N(CCC2=C(C=CC(=C12)O)Cl)C(=O)OC(C)(C)C tert-butyl (S)-1-(aminomethyl)-5-chloro-8-hydroxy-3,4-dihydroisoquinoline-2(1H)-carboxylate